[O-]P([O-])(=O)OP(=O)(O)O.CCCC.[NH4+].[NH4+] diammonium butane pyrophosphate